[3-(benzyloxy)-7-bromo-1-fluoronaphthalen-2-yl]-1,2,5-thiadiazolin-3-one-1,1-dioxide C(C1=CC=CC=C1)OC=1C(=C(C2=CC(=CC=C2C1)Br)F)N1S(N=CC1=O)(=O)=O